tricyclo[6.1.1.0[2,6]]decane C12C3CCCC3CC(C1)C2